7-fluoro-4-(3-methoxyazetidin-1-yl)-8-(2,3,5-trifluorophenyl)quinoline FC1=CC=C2C(=CC=NC2=C1C1=C(C(=CC(=C1)F)F)F)N1CC(C1)OC